(2R)-4,4-difluoro-2-(4-fluorophenyl)-N-{4-[3-(pyridin-2-yl)-1H-pyrrolo[3,2-b]pyridin-2-yl]pyridin-2-yl}butanamide FC(C[C@@H](C(=O)NC1=NC=CC(=C1)C1=C(C2=NC=CC=C2N1)C1=NC=CC=C1)C1=CC=C(C=C1)F)F